O1CCC(CC1)NC=1C2=C(N=CN1)NC=C2C#N 4-((tetrahydro-2H-pyran-4-yl)amino)-7H-pyrrolo[2,3-d]pyrimidine-5-carbonitrile